tetramethyl-cyclopentadiene titanium dichloride [Cl-].[Cl-].[Ti+2].CC1=C(C(=C(C1)C)C)C